FC(S(=O)(=O)NC1=C(C=C(C=C1)C1=NNC(=C1C(=O)N)NC1=NOC(=C1)C)O[C@H](COC)C1=CC=C(C=C1)F)F (S)-3-(4-((difluoromethyl)sulfonamido)-3-(1-(4-fluorophenyl)-2-methoxyethoxy)phenyl)-5-((5-methylisoxazol-3-yl)amino)-1H-pyrazole-4-carboxamide